(+)-1,2-bis((2R,5R)-2,5-diphenylphospholanyl)ethane Tert-butyl-3-((1-(N-(4-(cyclopentylmethoxy)-5-cyclopropyl-2-fluorobenzoyl)sulfamoyl)piperidin-4-yl)oxy)pyrrolidine-1-carboxylate C(C)(C)(C)OC(=O)N1CC(CC1)OC1CCN(CC1)S(NC(C1=C(C=C(C(=C1)C1CC1)OCC1CCCC1)F)=O)(=O)=O.C1(=CC=CC=C1)[C@@H]1P([C@H](CC1)C1=CC=CC=C1)CCP1[C@H](CC[C@@H]1C1=CC=CC=C1)C1=CC=CC=C1